8-methoxy-[1,2,4]triazolo[1,5-a]pyridine-6-carbaldehyde COC=1C=2N(C=C(C1)C=O)N=CN2